undecanelactam C1(CCCCCCCCCCN1)=O